(S)-quinuclidin-3-yl (7-(3-chlorophenyl)-2,2-dimethyl-1,2,3,4-tetrahydronaphthalen-1-yl)carbamate ClC=1C=C(C=CC1)C1=CC=C2CCC(C(C2=C1)NC(O[C@@H]1CN2CCC1CC2)=O)(C)C